C(C)OC(CCNC(OC(C(CNC(CCOCCOCCOCCOCCN=[N+]=[N-])=O)(C)C)CS(=O)(=O)C)=O)OCC 1-Azido-18,18-dimethyl-20-methylsulfonyl-15-oxo-3,6,9,12-tetraoxa-16-azaicosan-19-yl (3,3-diethoxypropyl)carbamate